FC1=NC=CC=C1C1=NC(=NC=C1C#N)C 4-(2-fluoro-3-pyridyl)-2-methyl-pyrimidine-5-carbonitrile